ClC=1C=C2NC(C=3N(C2=C(C1C1=C2C=CN(C2=CC=C1)CC(F)F)C)C(=NN3)C)(C)C 7-Chloro-8-[1-(2,2-difluoro-ethyl)-1H-indol-4-yl]-1,4,4,9-tetramethyl-5H-[1,2,4]triazolo[4,3-a]quinoxaline